5-methoxy-N-(2-(2-(methylthio)-6-(4-morpholinophenylamino)pyrimidin-4-ylamino)ethyl)nicotinamide COC=1C=NC=C(C(=O)NCCNC2=NC(=NC(=C2)NC2=CC=C(C=C2)N2CCOCC2)SC)C1